4-(2-{[(2r,6s,7ar)-2,6-difluoro-hexahydro-1H-pyrrolizin-7a-yl]methoxy}-6-chloro-4-{3,8-diazabicyclo[3.2.1]oct-3-yl}-8-fluoroquinazolin-7-yl)naphthalen-2-ol F[C@@H]1CC2(C[C@@H](CN2C1)F)COC1=NC2=C(C(=C(C=C2C(=N1)N1CC2CCC(C1)N2)Cl)C2=CC(=CC1=CC=CC=C21)O)F